FC(OC=1C=C(OC=2C=C3CCC(NC3=CC2)=O)C=CC1)(F)F 6-(3-(trifluoromethoxy)phenoxy)-3,4-dihydroquinolin-2(1H)-one